ClC=1C=CC(=C(C1)N1CON(CO1)C(C(=O)NC1=CC2=CN(N=C2C=C1)C)CC1=CC=C(C=C1)C#N)N1N=NC(=C1)Cl 2-(4-(5-chloro-2-(4-chloro-1H-1,2,3-triazol-1-yl)phenyl)-2,5-dioxapiperazin-1-yl)-3-(4-cyanophenyl)-N-(2-methyl-2H-indazol-5-yl)propionamide